1-benzyl 2-methyl (4S)-4-[(tert-butyldiphenylsilyl) oxy]-4,5-dihydro-1H-pyrrole-1,2-dicarboxylate [Si](C1=CC=CC=C1)(C1=CC=CC=C1)(C(C)(C)C)O[C@H]1C=C(N(C1)C(=O)OCC1=CC=CC=C1)C(=O)OC